CNC(=O)C1=CC(=CC2=C1N=C(O2)[C@H]2N(CCC2)C(=O)OC(C)(C)C)C2=CC=CC=C2 tert-butyl (S)-2-(4-(methylcarbamoyl)-6-phenylbenzo[d]oxazol-2-yl)pyrrolidine-1-carboxylate